C(N)(=O)C=1C=C(C=CC1)NC(=O)[C@@H]1O[C@@]([C@@H]([C@H]1C1=C(C(=C(C=C1)F)F)OC(F)F)C)(C(F)(F)F)C (2R,3S,4R,5S)-N-(3-Carbamoylphenyl)-3-[2-(Difluoromethoxy)-3,4-difluoro-phenyl]-4,5-dimethyl-5-(trifluoromethyl)tetrahydrofuran-2-carboxamid